BrC=1C=C(C(=O)OCC)C=C(C1)Br ethyl 3,5-dibromobenzoate